trans-methyl 2-fluoro-2-((3-methoxy-5-nitrophenoxy)methyl)cyclopropane-carboxylate F[C@]1([C@@H](C1)C(=O)OC)COC1=CC(=CC(=C1)[N+](=O)[O-])OC